tert-butyl (3R,4R)-4-(((7-((tert-butoxycarbonyl)(4-(pyridin-2-yl)benzyl)amino)-3-ethylpyrazolo[1,5-a]pyrimidin-5-yl)amino)methyl)-3-hydroxypiperidine-1-carboxylate C(C)(C)(C)OC(=O)N(C1=CC(=NC=2N1N=CC2CC)NC[C@@H]2[C@H](CN(CC2)C(=O)OC(C)(C)C)O)CC2=CC=C(C=C2)C2=NC=CC=C2